CO/C(/O[Si](C)(C)C)=C/O[Si](C(C)(C)C)(C)C (Z)-4-methoxy-2,2,7,7,8,8-hexamethyl-3,6-dioxa-2,7-disilanon-4-ene